Benzyl 1-hydroxycyclopropane-1-carboxylate OC1(CC1)C(=O)OCC1=CC=CC=C1